4-imidazo[1,5-a]pyridin-7-yloxy-3-methyl-aniline C=1N=CN2C1C=C(C=C2)OC2=C(C=C(N)C=C2)C